C(C)(C)(C)OC(=O)N[C@H](C(=O)O)CC1=C(C(=CC(=C1)Cl)B(O)O)OCC1=CC=C(C=C1)OC (2S)-2-[(tert-butoxycarbonyl)amino]-3-[5-chloro-3-(dihydroxyboranyl)-2-[(4-methoxyphenyl)methoxy]phenyl]propanoic acid